Lithium methanesulfonamide CS(=O)(=O)N.[Li]